6-[4-(1-tert-Butylpiperidin-4-yl)-1,4-diazepan-1-yl]-N-(cyclopropylmethyl)pyridine-2-carboxamide C(C)(C)(C)N1CCC(CC1)N1CCN(CCC1)C1=CC=CC(=N1)C(=O)NCC1CC1